ON=C1C2CCC(C=3OC(=CC31)S(=O)(=O)N)C2 4-(hydroxyimino)-5,6,7,8-tetrahydro-4H-5,8-methanocyclohepta[b]furan-2-sulfonamide